N-(5-fluoropyridin-2-yl)-2-{2-(hydroxymethyl)-6-[(±)-1-methoxypropan-2-yl]-5,8-dioxo-5,6,7,8-tetrahydro-4H-pyrazolo[1,5-a]pyrrolo[3,4-d]pyrimidin-4-yl}acetamide FC=1C=CC(=NC1)NC(CN1C=2N(C(C3=C1C(N(C3)[C@@H](COC)C)=O)=O)N=C(C2)CO)=O |r|